NC1=NC=2C=C(C(=CC2C2=C1C=NN2C)C(=O)N(N(CC)C(=O)C2CC2)CC2=NC=C(C=C2)C(F)(F)F)F 4-amino-N'-(cyclopropanecarbonyl)-N'-ethyl-7-fluoro-1-methyl-N-((5-(trifluoromethyl)pyridin-2-yl)methyl)-1H-pyrazolo[4,3-c]quinoline-8-carbohydrazide